ClC=1C=NC(=NC1)N1CCC(CC1)C1CC(C1)COC1=CC(=C(C=C1)CC(=O)N1CC(C1)CNC[C@@H]([C@H]([C@@H]([C@@H](CO)O)O)O)O)F 2-[4-[[3-[1-(5-chloropyrimidin-2-yl)-4-piperidyl]cyclobutyl]methoxy]-2-fluoro-phenyl]-1-[3-[[[(2S,3R,4R,5R)-2,3,4,5,6-pentahydroxyhexyl]amino]methyl]-azetidin-1-yl]ethanone